Methyl 4-(3-(2-chlorophenyl)thiomorpholino)-2-fluorobenzoate ClC1=C(C=CC=C1)C1CSCCN1C1=CC(=C(C(=O)OC)C=C1)F